Copper-zinc-aluminum oxide [O-2].[Al+3].[Zn+2].[Cu+2]